[C@H]12CN(C[C@H](CC1)N2)C=2C1=C(N=C(N2)OC[C@H]2N(CCC2)C)CN(CC1)C1=CC=CC2=CC=CC(=C12)CC ((1R,5S)-3,8-diazabicyclo[3.2.1]octan-3-yl)-7-(8-ethylnaphthalen-1-yl)-2-(((S)-1-methylpyrrolidin-2-yl)methoxy)-5,6,7,8-tetrahydropyrido[3,4-d]pyrimidine